IC1=C(C2=NC=CC(=C2S1)NC1CCN(CC1)C)CC(F)(F)F 2-iodo-N-(1-methyl-piperidin-4-yl)-3-(2,2,2-trifluoroethyl)thieno[3,2-b]pyridin-7-amine